C1=CC=CC=2C3=CC=CC=C3C(C12)COC(=O)N1CC2=CC(=CC=C2CC1)NC(=O)OC(C)(C)C (S)-2-(((9H-fluoren-9-yl)methoxy)carbonyl)-7-((tert-butoxycarbonyl)amino)-1,2,3,4-tetrahydroisoquinoline